bisphenoxyethanol fluorenediacrylate C=1(C(=CC=C2C3=CC=CC=C3CC12)C=CC(=O)O)C=CC(=O)O.O(C1=CC=CC=C1)C(C)(O)OC1=CC=CC=C1